furosta-5-en-22-ol CC(C)CCC1(O[C@H]2C[C@H]3[C@@H]4CC=C5CCCC[C@]5(C)[C@H]4CC[C@]3(C)[C@H]2[C@@H]1C)O